C(C)(C)(C)[Si](OC\C=C\B1OC(C(O1)(C)C)(C)C)(C)C tert-butyldimethyl{[(2E)-3-(4,4,5,5-tetramethyl-1,3,2-dioxaborolan-2-yl)prop-2-en-1-yl]oxy}silane